[Cl-].C(C1=CC=CC=C1)[N+](CCCCCCCCCCCC)(C)C benzyldimethyldodecylammonium chloride